FC1=C(C=C(C=C1F)C1=C(C=CC=C1C)C)[C@H](CC(=O)O)NC(C(CC(C)C)N1C(C=CC(=C1)CCN(C)C)=O)=O (3S)-3-(4,5-difluoro-2',6'-dimethyl-[1,1'-biphenyl]-3-yl)-3-(2-(5-(2-(dimethylamino)ethyl)-2-oxopyridin-1(2H)-yl)-4-methylpentanamido)propanoic acid